C(C)C=1C(=C(C(=CC1)C)C(=O)N)CC diethyl-toluamide